5,6-dimethyl-4-[3-(trifluoromethyl)-7,8-dihydro-5H-1,6-naphthyridin-6-yl]thieno[2,3-d]pyrimidine CC1=C(SC=2N=CN=C(C21)N2CC=1C=C(C=NC1CC2)C(F)(F)F)C